N-(4-bromo-2-fluorophenyl)-5-{[3-fluoro-2-(methylsulfanyl)pyridin-4-yl]methyl}-4-methylpyridin-3-amine BrC1=CC(=C(C=C1)NC=1C=NC=C(C1C)CC1=C(C(=NC=C1)SC)F)F